(2-(cyclopropylmethoxy)-3,5-difluorophenyl)methylamine C1(CC1)COC1=C(C=C(C=C1F)F)CN